(S)-3-azido-7-((tert-butoxycarbonyl)amino)-2-oxoheptanoic acid N(=[N+]=[N-])[C@H](C(C(=O)O)=O)CCCCNC(=O)OC(C)(C)C